ClC1=CC(=C(C=C1)CSC1=CC=NN1C1CCNCC1)F 4-[5-[(4-chloro-2-fluoro-phenyl)methylsulfanyl]pyrazol-1-yl]piperidine